3-{4-[8-amino-3-methyl-5-(pyridin-3-yl)imidazo[1,5-a]pyrazin-1-yl]naphthalen-1-yl}-1-[3-(trifluoromethyl)phenyl]urea NC=1C=2N(C(=CN1)C=1C=NC=CC1)C(=NC2C2=CC=C(C1=CC=CC=C21)NC(NC2=CC(=CC=C2)C(F)(F)F)=O)C